6-(6-cyclopropyl-7-methoxyimidazo[1,2-b]pyridazin-3-yl)-2-(((3S,4S)-4-fluoropyrrolidin-3-yl)amino)nicotinonitrile C1(CC1)C=1C(=CC=2N(N1)C(=CN2)C2=NC(=C(C#N)C=C2)N[C@H]2CNC[C@@H]2F)OC